CN([C@H]1[C@H](C[C@@H](OC1)C(=O)N1[C@H](C2=CC=CC=C2CC1)C1=CC=C(C=C1)F)O)C ((2R,4S,5R)-5-(dimethylamino)-4-hydroxytetrahydro-2H-pyran-2-yl)((S)-1-(4-fluorophenyl)-3,4-dihydroisoquinolin-2(1H)-yl)methanone